FC1(CC12CCN(CC2)C2=C(C(=O)O)C(=C(C=N2)C(F)(F)F)C)F 2-(1,1-difluoro-6-azaspiro[2.5]octan-6-yl)-4-methyl-5-(trifluoromethyl)nicotinic acid